CN(C1CC2C(CN(C2)C(=O)N2N=C(C=C2)C(=O)N)C1)CC1=C(C=CC=C1)C(F)(F)F 1-(cis-5-(methyl(2-(trifluoromethyl)benzyl)amino)octa-hydrocyclopenta-[c]-pyrrole-2-carbonyl)-1H-pyrazole-3-carboxamide